C1(CC1)C#CC=1C=C(C=NC1)C=O 5-(cyclopropylethynyl)pyridine-3-carbaldehyde